6-[(7S)-2-{3-[3-Chloro-4-(pyridin-2-yl)phenyl]-1H-pyrrolo[2,3-b]pyridin-5-yl}-6,7,8,9-tetrahydro-5H-benzo[7]annulen-7-yl]-3-oxa-6-azabicyclo[3.1.1]heptane ClC=1C=C(C=CC1C1=NC=CC=C1)C1=CNC2=NC=C(C=C21)C=2C=CC1=C(CC[C@H](CC1)N1C3COCC1C3)C2